BrC1=C(CNC(C(OCC)OCC)=N)C=CC=C1 N-(2-bromobenzyl)-2,2-diethoxyacetimidamide